4-[1-[[(2S)-morpholin-2-yl]methyl]-5-(3,3,3-trifluoropropoxy)pyrazolo[4,3-b]pyridin-6-yl]benzonitrile N1C[C@H](OCC1)CN1N=CC2=NC(=C(C=C21)C2=CC=C(C#N)C=C2)OCCC(F)(F)F